ClC1=C(C(=CC=C1)Cl)C1CN(C1)C1=CC=C(CN2CC(C2)C(=O)O)C=C1 1-(4-(3-(2,6-dichlorophenyl)azetidin-1-yl)benzyl)azetidine-3-carboxylic acid